C(C)OC1=NC=C(C=N1)C=1C=CC(N(N1)CC=1C=NC=C(C1)F)=O 6-(2-ethoxypyrimidin-5-yl)-2-((5-fluoropyridin-3-yl)methyl)pyridazine-3(2H)-one